CN(C(OC(C)(C)C)=O)C[C@H]1OCCC2=C(C=CC=C12)C1=CC(=NC=C1)C(F)(F)F tert-butyl (S)-methyl((5-(2-(trifluoromethyl)pyridin-4-yl)isochroman-1-yl)methyl)carbamate